ClC=1N=C(SC1C(=O)C1=NC(=NO1)C1=CC=CC=C1)N([C@@H](C)C(=O)OCC)C1=CC=C(C=C1)F |r| rac-Ethyl N-[4-chloro-5-(3-phenyl-1,2,4-oxadiazole-5-carbonyl)-1,3-thiazol-2-yl]-N-(4-fluorophenyl)-alaninate